C1(CC1)N1C(=NN=C1)C1=CC=CC(=N1)C(=O)NC1=C(C=C(C(=C1)N1C=NC(=C1)C(C)C)C)F 6-(4-Cyclopropyl-4H-1,2,4-triazol-3-yl)-N-(2-fluoro-5-(4-isopropyl-1H-imidazol-1-yl)-4-methylphenyl)picolinamide